FC1=C(C=CC=C1)C=1OC2=C(C=C(C=C2C(C1)=O)C)[C@@H](C)NC1=C(C(=O)O)C=CC=C1 2-[[(1R)-1-[2-(2-Fluorophenyl)-6-methyl-4-oxo-chromen-8-yl]ethyl]amino]benzoic acid